C(C)(C)(C)OC1=CC=C(C=C1)C=CC=O 3-(4-tert-butoxyphenyl)-prop-2-en-1-one